CN1/C(/SC[C@H]1C)=N/NC(C([C@@H](C1CCOCC1)C1(CCCCCC1)C(=O)N)=O)=O [(1S)-3-[(2Z)-2-[(4R)-3,4-Dimethyl-1,3-thiazolidin-2-ylidene]hydrazinyl]-1-(oxan-4-yl)-2,3-dioxopropyl]cycloheptanecarboxamide